O[13C@H]1[C@H](O)[C@@H](O)[C@@H](O)CO1 alpha-L-arabinose-13C